OC1(CC=CC=C1)C1=CC=CC=C1C(=O)C1=CC=CC=C1 1-hydroxybenzenebenzophenone